3-cyclopropyl-3-methyl-4-(2,4,6-trifluorophenyl)butanenitrile C1(CC1)C(CC#N)(CC1=C(C=C(C=C1F)F)F)C